C(C1=CC=CC=C1)ON1C(=CC=CC1=O)C(=O)NCCOCCOCCOCCC(=O)OC(C)(C)C tert-Butyl 3-{2-[2-(2-{[1-(benzyloxy)-6-oxopyridin-2-yl]formamido}ethoxy)ethoxy]ethoxy}propanoate